4-(4-((2-(2,6-dioxopiperidin-3-yl)-1,3-dioxoisoindolin-4-yl)ethynyl)piperidin-1-yl)-N-((1R,3R)-3-((5-propylpyrazolo[1,5-a]pyrimidin-7-yl)amino)cyclopentyl)benzamide O=C1NC(CCC1N1C(C2=CC=CC(=C2C1=O)C#CC1CCN(CC1)C1=CC=C(C(=O)N[C@H]2C[C@@H](CC2)NC2=CC(=NC=3N2N=CC3)CCC)C=C1)=O)=O